(3S)-3-[[1-[2-hydroxy-4-(trifluoromethyl)phenyl]pyrido[3,4-d]pyridazin-4-yl]amino]piperidin-2-one OC1=C(C=CC(=C1)C(F)(F)F)C1=C2C(=C(N=N1)N[C@@H]1C(NCCC1)=O)C=NC=C2